ClC=1C(=NC=CC1C1=NC(=C(C=C1)CNC[C@@H]1CCC(N1)=O)OC)C1=C(C(=CC=C1)NC1=NC=CC(=C1F)CN(C)CCOC)Cl (S)-5-((((3'-chloro-2'-(2-chloro-3-((3-fluoro-4-(((2-methoxyethyl)(methyl)amino)methyl)pyridin-2-yl)amino)phenyl)-6-methoxy-[2,4'-bipyridin]-5-yl)methyl)amino)methyl)pyrrolidin-2-one